2-mercaptobenzoOxazole SC=1OC2=C(N1)C=CC=C2